CCCCCCCC(=O)N[C@H](CN1CCCC1)[C@@H](C2=CC3=C(C=C2)OCCO3)O.CCCCCCCC(=O)N[C@H](CN1CCCC1)[C@@H](C2=CC3=C(C=C2)OCCO3)O.[C@@H]([C@H](C(=O)O)O)(C(=O)O)O The molecule is a tartrate that is the hemitartrate salt of eliglustat. A ceramide glucosyltransferase inhibitor used (as its tartrate salt) for treatment of Gaucher's disease. It has a role as an EC 2.4.1.80 (ceramide glucosyltransferase) inhibitor. It contains an eliglustat(1+).